4-methyl-2-(1-methylethyl)-3-pyridylamine CC1=C(C(=NC=C1)C(C)C)N